6-((2R,4S)-2-(2,5-difluorophenyl)-4-fluoropyrrolidin-1-yl)-3-nitroimidazo[1,2-b]pyridazine FC1=C(C=C(C=C1)F)[C@@H]1N(C[C@H](C1)F)C=1C=CC=2N(N1)C(=CN2)[N+](=O)[O-]